2-((7-((1aS,7bR)-6-chloro-3-((S)-5-azaspiro[3.4]octan-7-yl)-1a,2,3,7b-tetrahydro-1H-cyclopropa[c]quinolin-4-yl)thieno[3,2-b]pyridin-2-yl)methyl)-5-methylpyridazin-3(2H)-one ClC1=CC=2[C@H]3[C@@H](CN(C2C(=C1)C1=C2C(=NC=C1)C=C(S2)CN2N=CC(=CC2=O)C)[C@@H]2CNC1(CCC1)C2)C3